3-(2-chloroethenyl)-5-(7-(2,4-dimethoxybenzyl)-8-methyl-5,6,7,8-tetrahydro-[1,2,4]triazolo[4,3-a]pyrazin-3-yl)-1,2,4-thiadiazole ClC=CC1=NSC(=N1)C1=NN=C2N1CCN(C2C)CC2=C(C=C(C=C2)OC)OC